FC(C=1C(=CC(=NC1)NC1=NN(N=C1)C1CCN(CC1)C)NCCCN1C(COCCC1)=O)F 4-(3-((5-(difluoromethyl)-2-((2-(1-methylpiperidin-4-yl)-2H-1,2,3-triazol-4-yl)amino)pyridin-4-yl)amino)propyl)-1,4-oxazepan-3-one